2,7-Bis(3,5-bis(trifluoromethyl)phenyl)-9H-carbazole-9-carboxamide FC(C=1C=C(C=C(C1)C(F)(F)F)C1=CC=2N(C3=CC(=CC=C3C2C=C1)C1=CC(=CC(=C1)C(F)(F)F)C(F)(F)F)C(=O)N)(F)F